pentane-1-carbonitrile C(CCCC)C#N